7-cyclopentyl-2-[4-(2-hydroxyethyl)-3,4,5,6-tetrahydro-2H-[1,2']bipyrazinyl-5'-ylamino]-7H-pyrrolo[2,3-d]pyrimidine-6-carboxylic acid C1(CCCC1)N1C(=CC2=C1N=C(N=C2)NC=2N=CC(=NC2)N2CCN(CC2)CCO)C(=O)O